(R)-6,7-dimethoxy-1-((1-(4-(2-((methylamino)methyl)phenyl)thiophen-2-yl)ethyl)amino)isoquinoline-4-carbonitrile COC=1C=C2C(=CN=C(C2=CC1OC)N[C@H](C)C=1SC=C(C1)C1=C(C=CC=C1)CNC)C#N